N-(5-(1-(4-(cyanomethyl)-1-(2-methoxy-4-(trifluoromethyl)benzoyl)piperidin-4-yl)-1H-pyrazol-4-yl)-[1,2,4]triazolo[1,5-a]pyridin-2-yl)cyclopropylcarboxamide C(#N)CC1(CCN(CC1)C(C1=C(C=C(C=C1)C(F)(F)F)OC)=O)N1N=CC(=C1)C1=CC=CC=2N1N=C(N2)NC(=O)C2CC2